C1(CC1)NC(=O)C1=C(N(C(C(=C1OC=1C=CC2=C(NS(NC2)(=O)=O)C1)C)=O)C)NC1=C(C=C(C=C1)I)F cyclopropyl-4-((2,2-dioxo-3,4-dihydro-1H-benzo[c][1,2,6]thiadiazin-7-yl)oxy)-2-((2-fluoro-4-iodophenyl)amino)-1,5-dimethyl-6-oxo-1,6-dihydropyridine-3-carboxamide